(4-ethylbenzyl)-6-(1,3-dithian-2-yl)-3-methylphenol C(C)C1=CC=C(CC2=C(C(=CC=C2C)C2SCCCS2)O)C=C1